C(C)(=O)N1CCN(CC1)C1=CC=2C=C3N(CCN(C3)C(CCOCCC)=O)C2N=C1 1-(3-(3-(4-acetylpiperazin-1-yl)-8,9-dihydropyrido[3',2':4,5]pyrrolo[1,2-a]pyrazin-7(6H)-yl)-3-oxopropoxy)propan